FC=1C(=NC=C(C1)C(C(C(F)(F)F)(F)F)(F)F)NC(=O)C1=C(C=CC(=C1)[N+](=O)[O-])SC1=NN=NN1CCOC(CCC(=O)O)=O 4-[2-[5-[2-[[3-fluoro-5-(1,1,2,2,3,3,3-heptafluoropropyl)-2-pyridyl]carbamoyl]-4-nitro-phenyl]sulfanyltetrazol-1-yl]ethoxy]-4-oxo-butanoic acid